N-(2-(1-(2-fluorobenzyl)-1H-pyrazol-4-yl)pyrimidin-4-yl)-5-isopropyl-8-((2R,3S)-2-methyl-3-((methylsulfonyl)methyl)azetidin-1-yl)isoquinolin-3-amine FC1=C(CN2N=CC(=C2)C2=NC=CC(=N2)NC=2N=CC3=C(C=CC(=C3C2)C(C)C)N2[C@@H]([C@H](C2)CS(=O)(=O)C)C)C=CC=C1